Ethyl 5-bromo-1-(tetrahydro-2H-pyran-2-yl)-1H-pyrazolo[3,4-b]pyridine-3-carboxylate BrC=1C=C2C(=NC1)N(N=C2C(=O)OCC)C2OCCCC2